N-[3-[5-chloro-2-(difluoromethoxy)phenyl]-1-[2-[4-(2-methylpropyl)piperazin-1-yl]-2-oxoethyl]-1H-pyrazol-4-yl]pyrazolo[1,5-a]pyrimidine-3-carboxamide ClC=1C=CC(=C(C1)C1=NN(C=C1NC(=O)C=1C=NN2C1N=CC=C2)CC(=O)N2CCN(CC2)CC(C)C)OC(F)F